CO[N-]C N-methoxy-N-(methyl)amide